COC=1C=C(C=C(C1)SC1=CC=C(C=C1)C)SC1=CC=C(C=C1)C (5-methoxy-1,3-phenylene)bis(p-tolylsulfane)